ClC1=CC=C2C(=C1)C(N(C(C21CCNCC1)=O)CCNNS(=O)(=O)N)C1CCC(CC1)C(C)C N-(2-(7-chloro-1-((1s,4s)-4-isopropylcyclohexyl)-3-oxo-1H-spiro[isoquinoline-4,4-piperidin]-2(3H)-yl)ethyl)aminosulfamide